tert-butyl (1-(4-aminobutanoyl)piperidin-4-yl)carbamate NCCCC(=O)N1CCC(CC1)NC(OC(C)(C)C)=O